1-(1-((4-(4-amino-6-methyl-2,3-dihydro-1H-inden-5-yl)pyridin-2-yl)oxy)-2-methylpropan-2-yl)-1H-pyrazole-3-sulfonamide NC1=C2CCCC2=CC(=C1C1=CC(=NC=C1)OCC(C)(C)N1N=C(C=C1)S(=O)(=O)N)C